N-(2-Amino-4-((4-(trifluoromethoxy)benzyl)amino)phenyl)heptanamid NC1=C(C=CC(=C1)NCC1=CC=C(C=C1)OC(F)(F)F)NC(CCCCCC)=O